bis(1,2,2,6,6-pentamethyl-4-piperidyl)-[[3,5-bis(1,1-dimethylethyl)-4-hydroxyphenyl]methyl]butyl malonate C(CC(=O)[O-])(=O)OCCCC(CC1=CC(=C(C(=C1)C(C)(C)C)O)C(C)(C)C)(C1CC(N(C(C1)(C)C)C)(C)C)C1CC(N(C(C1)(C)C)C)(C)C